1-acetyl-1-(trifluoromethyl)cyclopropane C(C)(=O)C1(CC1)C(F)(F)F